C(CCCCCCC)N1SC=CC1=O 2-Octyl-2H-isothiazole-3-one